2H-spiro[benzofuran-3,4'-piperidine] N1CCC2(CC1)COC1=C2C=CC=C1